The molecule is a dTDP-sugar having 3-dehydro-4,6-dideoxy-D-glucose as the sugar component. It is a dTDP-sugar and a secondary alpha-hydroxy ketone. It derives from a dTDP-D-glucose. C[C@@H]1CC(=O)[C@H](C(O1)OP(=O)(O)OP(=O)(O)OC[C@@H]2[C@H](C[C@@H](O2)N3C=C(C(=O)NC3=O)C)O)O